C(C)OC(=O)C=1C=NN2C1N=C(C=C2)N2C[C@H](O[C@H](C2)C)C.C2(=CC=CC=C2)[C@H]2[C@@H](C2)C(=O)C2N(CCNC2)C2=CC=C(C=C2)SCC=O 4-((trans-2-phenylcyclopropane-1-carbonyl)piperazin-1-yl)-2-(phenylthio)ethan-1-one Ethyl-5-[(2R,6S)-2,6-dimethylmorpholin-4-yl]pyrazolo[1,5-a]pyrimidine-3-carboxylate